C(N)(=O)C12CC(C1)(C2)NC(=O)C2=NN1C(N=CC=C1C1=CC(=C(C=C1)OC)OC)=C2 N-(3-carbamoylbicyclo[1.1.1]pentan-1-yl)-7-(3,4-dimethoxyphenyl)pyrazolo[1,5-a]pyrimidine-2-carboxamide